C(C)(C)(C)N1N=C(C=C1C=1NC=CC1)C1=NC2=C(N1)C=CC(=C2)Cl 2-(1-(tert-butyl)-5-(1H-pyrrol-2-yl)-1H-pyrazol-3-yl)-5-chloro-1H-benzo[d]imidazole